C(CC)O[Si](Br)(Br)Br n-propoxytribromosilane